3-amino-3-(4-benzyl-3,4-dihydro-2H-benzo[b][1,4]thiazin-6-yl)propionic acid methyl ester COC(CC(C1=CC2=C(SCCN2CC2=CC=CC=C2)C=C1)N)=O